C1(CCCC1)C(C(=O)NC1CCCC1)N1C(=NC2=C1C=CC=C2)C2=C(C=CC=C2)OC 2,N-dicyclopentyl-2-[2-(2-methoxy-phenyl)-benzimidazol-1-yl]-acetamide